C(C)=C1CN(C1)C(=O)OC(C)(C)C Tert-Butyl 3-ethylideneazetidine-1-carboxylate